COC(=O)[C@H]1NC(C2=NC3=CC=CC=C3C2C1)(CO[Si](C)(C)C(C)(C)C)CO[Si](C)(C)C(C)(C)C (3S)-1,1-bis(tert-butyldimethylsilyloxy)methyl-tetrahydro-beta-carboline-3-carboxylic acid methyl ester